[(S)-8-((R)-3-Methylmorpholin-4-yl)-6-oxo-2-trifluoromethyl-3,4-dihydro-2H,6H-pyrimido[1,2-a]pyrimidin-1-yl]acetic acid tert-butyl ester C(C)(C)(C)OC(CN1C=2N(CC[C@H]1C(F)(F)F)C(C=C(N2)N2[C@@H](COCC2)C)=O)=O